N1(CCN(CC1)C(=O)C1=CC=C(C=C1)SC)C(=O)C1=CC=C(C=C1)SC piperazine-1,4-diylbis((4-(methylthio)phenyl)methanone)